CN1C(CN(CC1(C)C)NC(C=C)=O)(C)C N-(1,2,2,6,6-pentamethylpiperazin-4-yl)acrylamide